1-(4-(4-bromophenoxy)-2-methyl-5-(6-methyl-7-oxo-6,7-dihydro-1H-pyrrolo[2,3-c]pyridin-4-yl)phenyl)2,5-diketopyrrolidine BrC1=CC=C(OC2=CC(=C(C=C2C=2C3=C(C(N(C2)C)=O)NC=C3)N3C(CCC3=O)=O)C)C=C1